9-[4-(2,2,2-trifluoroethoxy)phenyl]-3,4-dihydropyrido[2,1-c][1,2,4]thiadiazine 2,2-dioxide FC(COC1=CC=C(C=C1)C1=CC=CN2C1=NS(CC2)(=O)=O)(F)F